[Ge]=S germanous sulfide